C(C)(C)(C)OC(=O)N(C1=CC(=NC=2N1N=CC2C2CCC2)NC[C@@H]2[C@H](CN(CC2)C(=O)OC(C)(C)C)O)C2=CC(=CC(=C2)F)C#N Tert-Butyl (3R,4R)-4-((7-((tert-butoxycarbonyl)(3-cyano-5-fluoro phenyl)amino)-3-cyclobutylpyrazolo[1,5-a]pyrimidin-5-yl)aminomethyl)-3-hydroxypiperidine-1-carboxylate